OC[C@H](C1=CC=CC=C1)NC1=NC(=NC=C1C=1OC(=NN1)C1=NC=CC=C1)NC=1C=C2CNC(C2=CC1)=O (S)-5-((4-((2-hydroxy-1-phenylethyl)amino)-5-(5-(pyridin-2-yl)-1,3,4-oxadiazol-2-yl)pyrimidin-2-yl)amino)isoindolin-1-one